FC(C1=CC=C(C=C1)C#CCO)(F)F 3-(4-(trifluoromethyl)phenyl)prop-2-yn-1-ol